NC1=C(C(N(C2=CC(=CC=C12)C#C[Si](C)(C)C)C1=CC=CC=C1)=O)NC(OC(C)(C)C)=O tert-butyl (4-amino-2-oxo-1-phenyl-7-((trimethylsilyl)ethynyl)-1,2-dihydroquinolin-3-yl)carbamate